(R)-5-(2-((1-acetyl-3,3-dimethylpiperidin-4-yl)amino)-2-oxoacetyl)-N-(4-fluoro-3-methylphenyl)-1,2,4-trimethyl-1H-pyrrole-3-carboxamide C(C)(=O)N1CC([C@@H](CC1)NC(C(=O)C1=C(C(=C(N1C)C)C(=O)NC1=CC(=C(C=C1)F)C)C)=O)(C)C